C(C)(C)(C)OC(=O)N1C[C@H](OCC1)[C@H](C)OC1=C2C=CC=NC2=CC(=C1)C=1C=NN(C1)C(C)(C)C (2S)-2-[(1S)-1-{[7-(1-tert-butyl-1H-pyrazol-4-yl)quinolin-5-yl]oxy}ethyl]morpholine-4-carboxylic acid tert-butyl ester